(1S,2'S,6'S)-2'-methyl-6'-(1-methyl-1H-1,2,3-triazol-4-yl)spiro[isochroman-1,4'-piperidin]-8-ol C[C@@H]1N[C@@H](C[C@]2(C1)OCCC1=CC=CC(=C12)O)C=1N=NN(C1)C